CN1[C@@H]([C@@H](CCC1)C1=CC=2C(=NC=C(C2NC=2C(=CC3=C(N=CS3)C2)F)F)S1)C N-(2-((2R,3R)-1,2-dimethylpiperidin-3-yl)-5-fluorothieno[2,3-b]pyridin-4-yl)-6-fluorobenzo[d]thiazol-5-amine